2H-pyran-3-ol O1CC(=CC=C1)O